C(C1=CC=CC=C1)NCC(CCCCCCO[Si](C)(C)C(C)(C)C)O 1-(benzylamino)-8-((tert-butyldimethylsilyl)oxy)octan-2-ol